N-(4-methoxy-2-methyl-phenyl)-N-methanesulfonyl-carbamic acid tert-butyl ester C(C)(C)(C)OC(N(S(=O)(=O)C)C1=C(C=C(C=C1)OC)C)=O